FC1(CN(CCC1)C1=CC(=C(C(=C1)C(C)C)O)C(C)C)F 4-(3,3-Difluoropiperidin-1-yl)-2,6-diisopropylphenol